2-(4-(1-hydroxy-2-methylpropan-2-yl)phenyl)-2-oxoacetamide OCC(C)(C)C1=CC=C(C=C1)C(C(=O)N)=O